1-oxo-2,3-dihydro-1H-indene-5-sulfonamide O=C1CCC2=CC(=CC=C12)S(=O)(=O)N